3-(4-fluorophenyl)-3-hydroxybutanoic acid FC1=CC=C(C=C1)C(CC(=O)O)(C)O